FC=1C=C(C=C(C1C)NC(=O)C1=CN=C2N1C=CC=C2)C2=NOC(=N2)N2CC(N(CC2)C(=O)OC)C(C)C methyl 4-(3-(3-fluoro-5-(imidazo[1,2-a]pyridine-3-carboxamido)-4-methylphenyl)-1,2,4-oxadiazol-5-yl)-2-isopropylpiperazine-1-carboxylate